CNC(N[C@@H](C(=O)OCC1=CC=CC=C1)CC(=O)N1CCOCC1)=O benzyl (R)-2-(3-methylureido)-4-morpholino-4-oxobutanoate